N,N-dimethyl-4-{[3-(4-{[1-(oxan-4-yl)piperidin-4-yl]amino}-1-(2,2,2-trifluoroethyl)-1H-indol-2-yl)prop-2-yn-1-yl]amino}benzene-1-sulfonamide CN(S(=O)(=O)C1=CC=C(C=C1)NCC#CC=1N(C2=CC=CC(=C2C1)NC1CCN(CC1)C1CCOCC1)CC(F)(F)F)C